BrC1=CC=C(C=C1)NCC(O)C1=NNC(O1)=O 5-[2-(4-bromophenylamino)-1-hydroxyethyl]-1,3,4-oxadiazol-2(3H)-one